NC1=NC=2C=CC(=CC2C2=C1COC2)C(=O)N(C)CC2=NC=C(C=C2)C#C 4-amino-N-((5-ethynylpyridin-2-yl)methyl)-N-methyl-1,3-dihydrofuro[3,4-c]quinoline-8-carboxamide